dihydroxyl-4-methoxybenzophenone OC=1C(=C(C(=O)C2=CC=CC=C2)C=CC1OC)O